6-[[5-(6-cyano-4-methylpyridin-3-yl)oxy-3-methylimidazo[4,5-b]pyridin-7-yl]amino]-N-(2-hydroxyethyl)-N-methyl-pyridine-3-carboxamide C(#N)C1=CC(=C(C=N1)OC1=CC(=C2C(=N1)N(C=N2)C)NC2=CC=C(C=N2)C(=O)N(C)CCO)C